ETHYL OCTENOATE CCCCCC=CC(=O)OCC